O(C1=CC=CC=C1)CCOCCCCC1=C2C(NC(C2=C2C(=C1)C=C(C=C2)CCCCOCCOC2=CC=CC=C2)=N)=N 4,7-bis(4-(2-phenoxyethoxy)butyl)-1,3-diiminobenzisoindoline